Cl.ClC1=C2C(=C3C4=C(C=NC3=C1)CN[C@H]4C)OCO2 (S)-4-chloro-10-methyl-9,10-dihydro-8H-[1,3]dioxolo[4,5-f]pyrrolo[3,4-c]quinoline hydrochloride